C(CCCCCCC)[Si](N(C)C)(N(C)C)N(C)C octyltri(dimethylamino)silane